C(#C)C=1C(=CC=C2C=CC=C(C12)C1=C(C=2N=C(N=C(C2C=N1)N([C@H]1[C@H](NCC1)C)C)O[C@@H](C)[C@H]1N(CCC1)C)F)F 7-(8-ethynyl-7-fluoronaphthalen-1-yl)-8-fluoro-N-methyl-2-((S)-1-((S)-1-methylpyrrolidin-2-yl)ethoxy)-N-((2R,3R)-2-methylpyrrolidin-3-yl)pyrido[4,3-d]pyrimidin-4-amine